ClC1=C(C=CC(=C1)F)C1=CC(OC2=CC(=CC=C12)N([C@@H](C(=O)N1CCOCC1)C)C)=O (R)-4-(2-chloro-4-fluorophenyl)-7-(methyl(1-morpholino-1-oxopropan-2-yl)amino)-2H-chromen-2-one